O=C1C(CC2=CC=CC=C12)=CC1=CC=C(O1)C1=CC=C(C(=O)OC)C=C1 Methyl 4-[5-[(1,3-dihydro-1-oxo-2H-inden-2-ylidene)methyl]-2-furanyl]benzoate